(S)-3-((S)-sec-butyl)-7-fluoro-N-(1-(2-hydroxyethyl)piperidin-4-yl)-2-oxo-1,2,3,5-tetrahydro-4H-benzo[e][1,4]diazepine-4-carboxamide [C@H](C)(CC)[C@@H]1N(CC2=C(NC1=O)C=CC(=C2)F)C(=O)NC2CCN(CC2)CCO